4-[3-[2,6-dichloro-4-(4-ethylpiperazin-1-yl)benzoyl]-2,4-dihydro-1,3-benzoxazin-8-yl]-5-fluoro-2-(3-oxa-8-azabicyclo[3.2.1]octan-8-yl)benzoic acid hydrate O.ClC1=C(C(=O)N2COC3=C(C2)C=CC=C3C3=CC(=C(C(=O)O)C=C3F)N3C2COCC3CC2)C(=CC(=C1)N1CCN(CC1)CC)Cl